C(C)(C)(C)C1=C(C(=NC(=N1)N[C@@H]1[C@@H](CN(CC1)S(=O)(=O)C)C)C=1N=CN(C1)C1=C(C=C(C=C1)I)Cl)C(F)(F)F tert-butyl-4-(1-(2-chloro-4-iodophenyl)-1H-imidazol-4-yl)-N-((3R,4S)-3-methyl-1-(methylsulfonyl)piperidin-4-yl)-5-(trifluoromethyl)pyrimidin-2-amine